(S)-methyl 1-(4-(1-(tert-butoxycarbonyl) azetidin-3-yl) benzyl)-pyrrolidine-3-carboxylate C(C)(C)(C)OC(=O)N1CC(C1)C1=CC=C(CN2C[C@H](CC2)C(=O)OC)C=C1